C(#N)C(C(=O)C1N(C(CC1)=O)CC=1C=C(C(=O)N)C=CC1)=S1CCCC1 3-({2-[2-Cyano-2-(1λ4-thiolan-1-ylidene)acetyl]-5-oxopyrrolidin-1-yl}methyl)benzamide